FC=1C(=C2N(C(C(=NC2=CC1)C)=O)C)CCNC[C@@H]1CN(C(O1)=O)C=1C=CC=2OCC(NC2N1)=O (R)-6-(5-(((2-(6-Fluoro-2,4-dimethyl-3-oxo-3,4-dihydroquinoxalin-5-yl)ethyl)amino)methyl)-2-oxooxazolidin-3-yl)-2H-pyrido[3,2-b][1,4]oxazin-3(4H)-one